1-[4-[2-[2-(3-fluoropyrrolidin-1-yl)ethoxy]-7-(3-hydroxy-1-naphthyl)-6,8-dihydro-5H-pyrido[3,4-d]pyrimidin-4-yl]piperazin-1-yl]prop-2-en-1-one FC1CN(CC1)CCOC=1N=C(C2=C(N1)CN(CC2)C2=CC(=CC1=CC=CC=C21)O)N2CCN(CC2)C(C=C)=O